FC1=C(C=CC(=C1F)F)CC(=O)O 2,3,4-trifluoro-phenylacetic acid